4-[S-[[tert-butyl-(dimethyl)silyl]amino]-N-(cyclopropylmethyl)sulfonimidoyl]aniline C(C)(C)(C)[Si](C)(C)NS(=O)(=NCC1CC1)C1=CC=C(N)C=C1